FC(C(C(=O)OCCCCCCCCCCCCCCCCCCCCCCC)(F)F)(F)F Tricosyl pentafluoropropionate